FC(C[C@H](C)NC(O[C@H]1CO[C@H](C1)C=1C=NC(=NC1)N)=O)(F)F (3R,5R)-5-(2-aminopyrimidin-5-yl)oxolan-3-yl N-[(2S)-4,4,4-trifluorobutan-2-yl]carbamate